C(C=CC)(=O)OC(C)C Isopropyl but-2-enoate